2-(2,6-dioxopiperidin-3-yl)-5-((6-oxo-6-(4-(m-tolyl)piperidin-1-yl)hexyl)amino)isoindoline-1,3-dione O=C1NC(CCC1N1C(C2=CC=C(C=C2C1=O)NCCCCCC(N1CCC(CC1)C=1C=C(C=CC1)C)=O)=O)=O